6-[1-[4-[tert-butyl(dimethyl)silyl]oxycyclohexyl]-5-methyl-pyrazol-4-yl]-4-[2-[tert-butyl(dimethyl)silyl]oxy-1-(5-fluoro-2-pyridyl)ethoxy]pyrazolo[1,5-a]pyridine-3-carbonitrile [Si](C)(C)(C(C)(C)C)OC1CCC(CC1)N1N=CC(=C1C)C=1C=C(C=2N(C1)N=CC2C#N)OC(CO[Si](C)(C)C(C)(C)C)C2=NC=C(C=C2)F